1-propyl-1-methylpyrrolidinium bis(2,2,2-trifluoroethyl)phosphate FC(COP(=O)(OCC(F)(F)F)[O-])(F)F.C(CC)[N+]1(CCCC1)C